2-((5-acrylamido-4-(2-(dimethylamino)ethoxy)-2-methoxyphenyl)amino)-4-(1-methyl-1H-indol-3-yl)pyrimidine-5-carboxylic acid isopropyl ester C(C)(C)OC(=O)C=1C(=NC(=NC1)NC1=C(C=C(C(=C1)NC(C=C)=O)OCCN(C)C)OC)C1=CN(C2=CC=CC=C12)C